3-hydroxy-N-(2-(4-methylpiperazin-1-yl)ethyl)-6-oxo-6H-benzo[c]chromene-8-carboxamide OC1=CC=C2C3=C(C(OC2=C1)=O)C=C(C=C3)C(=O)NCCN3CCN(CC3)C